N'-((3,3-dimethyl-1,2,3,5,6,7-hexahydrodicyclopenta[b,e]pyridin-8-yl)carbamoyl)-1-isopropyl-1H-pyrazole-3-sulfonimidamide CC1(CCC=2C1=NC1=C(C2NC(=O)N=S(=O)(N)C2=NN(C=C2)C(C)C)CCC1)C